OC(C)(C)C=1C=C(OC1C)[S@@](=O)(N)=NC(NC1=C2C(CCC2=CC=2CCCC12)C)=O (R)-4-(2-hydroxy-propan-2-yl)-5-methyl-N'-((3-methyl-1,2,3,5,6,7-hexahydro-s-indacen-4-yl)-carbamoyl)furan-2-sulfonimidamide